CS(=O)(=O)C1=NN=C(O1)COC=1C=C(C(=O)O)C=CC1OCC=1OC(=NN1)S(=O)(=O)C 3,4-bis((5-methanesulfonyl-2-1,3,4-oxadiazolyl)methoxy)benzoic acid